CC1=C(C=2N(N=C1N1CC=3C=C(C=NC3CC1)CC1=CC(=CC=C1)F)C=NN2)C 6-(7,8-dimethyl-[1,2,4]triazolo[4,3-b]pyridazin-6-yl)-3-(3-fluorobenzyl)-5,6,7,8-tetrahydro-1,6-naphthyridine